P(SCCCC)(OCCCC)OCCCC tributyl thiophosphite